N=1C=CN2C1C=C(C=C2)C=2C=CC=C(C2)O 5-(imidazo[1,2-a]pyridin-7-yl)phenol